3-((1r,4r)-4-(4-chlorophenyl)cyclohexyl)-1,4-dioxo-1,4-dihydronaphthalen-2-yl decanoate C(CCCCCCCCC)(=O)OC=1C(C2=CC=CC=C2C(C1C1CCC(CC1)C1=CC=C(C=C1)Cl)=O)=O